ClC1=C(C=CC=C1)\C(=C(/C#N)\C)\C=1C=NC(=NC1)C (Z)-3-(2-chlorophenyl)-2-methyl-3-(2-methylpyrimidin-5-yl)acrylonitrile